NCCCC1=CC=CC=2NC(=NC21)CNC2=NC(=NC=1N2N=CC1Br)N1CCOCC1 N-{[4-(3-aminopropyl)-1H-benzimidazol-2-yl]methyl}-8-bromo-2-(morpholin-4-yl)pyrazolo[1,5-a][1,3,5]triazin-4-amine